C(C)(C)(C)OC(NC1=CC(=CC=C1)CC1=NNC(C2=CC(=C(C=C12)OC)OC)=O)=O (3-((6,7-dimethoxy-4-oxo-3,4-dihydrophthalazin-1-yl)methyl)phenyl)carbamic acid tert-butyl ester